N-((2S,4R)-2-(2,5-difluorophenyl)-1-((R)-10-((6-oxo-4-phenylpyrimidin-1(6H)-yl)methyl)-7-azaspiro[4.5]decane-7-carbonyl)piperidin-4-yl)cyclopropanecarboxamide FC1=C(C=C(C=C1)F)[C@H]1N(CC[C@H](C1)NC(=O)C1CC1)C(=O)N1CC2(CCCC2)[C@@H](CC1)CN1C=NC(=CC1=O)C1=CC=CC=C1